C1(CC1)N1C(NC(C1=O)=O)=O 1-cyclopropyl-imidazolidine-2,4,5-trione